2-[3-(5-bromo-furan-2-yl)-2-methyl-cyclopent-2-enylidene]-malononitrile BrC1=CC=C(O1)C1=C(C(CC1)=C(C#N)C#N)C